BrC=1C=C(C(=NC1)N)F 5-bromo-3-fluoro-pyridin-2-amine